2-methylsulfanylethyl 2-[1-[(4-methylphenyl)methyl]-5-oxopyrrolidin-2-yl]acetat CC1=CC=C(C=C1)CN1C(CCC1=O)CC(=O)OCCSC